ClC1=CC=C(OC2CCN(CC2)S(=O)(=O)N2[C@H]([C@@H]3CC[C@H](C2)N3C(=O)OCCOC)C(NOC3OCCCC3)=O)C=C1 (1S,2R,5R)-2-methoxyethyl 3-((4-(4-chlorophenoxy) piperidin-1-yl) sulfonyl)-2-(((tetrahydro-2H-pyran-2-yl) oxy) carbamoyl)-3,8-diazabicyclo[3.2.1]octane-8-carboxylate